2,6-difluoro-N-(6-fluoropyridin-2-yl)benzenesulfonamide FC1=C(C(=CC=C1)F)S(=O)(=O)NC1=NC(=CC=C1)F